OC1(CCC(CC1)N1CCC2N(CCC21)C(CNC(C2=CC(=CC=C2)C(F)(F)F)=O)=O)C2=NC=C(C=C2)N2CCC(CC2)O N-(2-(4-((1s,4s)-4-hydroxy-4-(5-(4-hydroxypiperidin-1-yl)pyridin-2-yl)cyclohexyl)hexahydropyrrolo[3,2-b]pyrrol-1(2H)-yl)-2-oxoethyl)-3-(trifluoromethyl)benzamide